1-{2-chloro-5-[4-(1,1-difluoroethyl)-3-methyl-2,6-dioxo-3,6-dihydropyrimidin-1(2H)-yl]-4-fluorophenoxy}cyclopropanecarboxylic acid ClC1=C(OC2(CC2)C(=O)O)C=C(C(=C1)F)N1C(N(C(=CC1=O)C(C)(F)F)C)=O